CC=1C(=C2C=NN(C2=CC1C)C1OCCCC1)C1=C(N=C(N1C)C1CC2(CN(C2)C(=O)OC(C)(C)C)C1)C=1C=C2C=NN(C2=CC1)C tert-butyl 6-[5-(5,6-dimethyl-1-tetrahydropyran-2-yl-indazol-4-yl)-1-methyl-4-(1-methylindazol-5-yl)imidazol-2-yl]-2-azaspiro[3.3]heptane-2-carboxylate